ClC=1C=C(NC2(CCC3(C(=CC4=CC=CC=C34)C3=C(C=C(C=C3)OC)C)CC2)C(=O)O)C=CC1 (1r,4r)-4-(3-chloroanilino)-2'-(4-methoxy-2-methylphenyl)spiro[cyclohexane-1,1'-indene]-4-carboxylic acid